NC=1C=C(C=CC1C1=C(C=CC=C1)N)OC1=C(C(=O)C2=CC=CC=C2)C=CC=C1 3,3'-diamino-4,4'-biphenyloxybenzophenone